[Se](=O)([O-])[O-].[Na+].[Na+] sodium selenite salt